C(C)(C)(C)OC(C(C)=O)CN(C)C 3-(tert-butoxy)-4-(dimethylamino)butan-2-one